3-(azetidin-2-yl)-1-benzyl-pyrrolidin-3-ol N1C(CC1)C1(CN(CC1)CC1=CC=CC=C1)O